5-chloro-N-[2,4-difluoro-3-[1-(5-methyl-1-[[2-(trimethylsilyl)ethoxy]methyl]imidazol-2-yl)imidazo[1,5-a]pyridin-6-yl]phenyl]-2-methoxypyridine-3-sulfonamide ClC=1C=C(C(=NC1)OC)S(=O)(=O)NC1=C(C(=C(C=C1)F)C=1C=CC=2N(C1)C=NC2C=2N(C(=CN2)C)COCC[Si](C)(C)C)F